C(C1=CC=CC=C1)OC=1C(=NC=NC1OCC1=CC=CC=C1)C1CC(=NO1)C1=CC=C(C=C1)I 5-(5,6-bis(benzyloxy)pyrimidin-4-yl)-3-(4-iodophenyl)-4,5-dihydroisoxazole